6-(5-Chloro-2-((4-fluoro-3-(1-(methylsulfonyl)cyclopropyl)phenyl)amino)pyrimidin-4-yl)-2,4,4-Trimethyl-3,4-dihydroisoquinolin ClC=1C(=NC(=NC1)NC1=CC(=C(C=C1)F)C1(CC1)S(=O)(=O)C)C=1C=C2C(CN(CC2=CC1)C)(C)C